OP(O)(=O)OP(=O)(O)OP(=O)(O)O.[C@@H]1([C@H](O)[C@H](O)[C@@H](CO)O1)N1C(=O)NC(=O)C=C1.[C@@H]1([C@H](O)[C@H](O)[C@@H](CO)O1)N1C(=O)NC(=O)C=C1 diuridine triphosphate